2-[2-amino-5-(4-hydroxy-phenyl)-pyridin-3-yloxymethyl]-benzonitrile NC1=NC=C(C=C1OCC1=C(C#N)C=CC=C1)C1=CC=C(C=C1)O